ClC1=C(C(=CC=C1)F)C(C)N1N=CC(=C1)N 1-(1-(2-chloro-6-fluorophenyl)ethyl)-1H-pyrazol-4-amine